6-bromo-N-(2-methoxy-4-((6-(piperazin-1-yl)pyrimidin-4-yl)amino)phenyl)picolinamide BrC1=CC=CC(=N1)C(=O)NC1=C(C=C(C=C1)NC1=NC=NC(=C1)N1CCNCC1)OC